1-(2-(5-methyl-2-nitrophenoxy)ethyl)-1H-1,2,4-triazole CC=1C=CC(=C(OCCN2N=CN=C2)C1)[N+](=O)[O-]